tert-butyl (3R,4S)-4-(6-methoxypyridin-3-yl)-3-methylpiperidine-1-carboxylate COC1=CC=C(C=N1)[C@@H]1[C@H](CN(CC1)C(=O)OC(C)(C)C)C